C1(CC1)N(C(=O)[C@H]1CNCCC1)CC1=CC=C(C=C1)C=1C=NNC1 (3R)-3-[cyclopropyl({[4-(1H-pyrazol-4-yl)phenyl]methyl})carbamoyl]piperidin